C(#N)OC(C=C)=O.S1C=CC=C1.S1C=CC=C1 dithiophene cyanoacrylate